CN1N=CC(=C1)CN1C=2N(C3=CC=C(C=C3C1=O)S(=O)(=O)NC1(CC1)C)CC1(N2)CC1 4'-((1-methyl-1H-pyrazol-4-yl)-methyl)-N-(1-methylcyclopropyl)-5'-oxo-4',5'-dihydro-1'H-spiro[cyclopropane-1,2'-imidazo[1,2-a]quinazoline]-7'-sulfonamide